4'-fluorouridine-5'-monophosphate P(=O)(O)(O)OC[C@@]1([C@H]([C@H]([C@@H](O1)N1C(=O)NC(=O)C=C1)O)O)F